(S)-3-hydroxypropane-1,2-diol di(undecanoate) C(CCCCCCCCCC)(=O)OC[C@H](CO)OC(CCCCCCCCCC)=O